CC1=C(C(=CC(=C1C(=O)O)C)C(=O)O)C(=O)O 3,5-dimethyl-1,2,4-benzenetricarboxylic acid